ClC=1C(=C(C(=CC1)C(F)(F)F)CNC(=O)C=1C(=NN(C1)CC1=CC=C(C=C1)CN1N=CC(=C1)C)C(F)(F)F)F N-{[3-chloro-2-fluoro-6-(trifluoromethyl)phenyl]methyl}-1-({4-[(4-methylpyrazol-1-yl)methyl]phenyl}methyl)-3-(trifluoromethyl)pyrazole-4-carboxamide